C(C(=O)C)C1CN(C1)C(=O)OC(C)(C)C tert-butyl 3-acetonylazetidine-1-carboxylate